(furan-3-yl)-2-(pyridin-3-yl)-6-(2-(pyridin-4-yloxy)ethoxy)-1H-inden-1-one O1C=C(C=C1)C1=C(C(C2=CC(=CC=C12)OCCOC1=CC=NC=C1)=O)C=1C=NC=CC1